(R)-1-(3-(1-(2,2-difluorobenzo[d][1,3]dioxol-5-yl)ethoxy)phenyl)-3-(trifluoromethyl)-1,4,5,6-tetrahydro-7H-indazol-7-one FC1(OC2=C(O1)C=CC(=C2)[C@@H](C)OC=2C=C(C=CC2)N2N=C(C=1CCCC(C21)=O)C(F)(F)F)F